BrC=1C=NN(C1)[C@H](CC=O)C1CCCC1 (3R)-3-(4-bromo-1H-pyrazol-1-yl)-3-cyclopentyl-propionaldehyde